(R)-N-(1-(2-(4H-1,2,4-triazol-4-yl)ethyl)pyrrolidin-3-yl)-3-amino-2-oxo-1-(4-phenyl-3,4-dihydro-2H-benzo[b][1,4]oxazin-6-yl)-1,2-dihydrothieno[2,3-b]pyrazine-6-carboxamide N=1N=CN(C1)CCN1C[C@@H](CC1)NC(=O)C1=CC2=C(N=C(C(N2C2=CC3=C(OCCN3C3=CC=CC=C3)C=C2)=O)N)S1